N12CC(C(CC1)C2)NC2=NN=C(C1=CC=CC=C21)C2=CC=C(C=C2)Cl N-(1-azabicyclo[2.2.1]heptan-3-yl)-4-(4-chlorophenyl)phthalazin-1-amine